CC=1C(=C(C=C(C1)C(F)(F)F)O)C=1C=CC=2C(N1)=NN(C2)[C@H]2CCC=1N(C2)C=C(N1)C (S)-3-methyl-2-(2-(2-methyl-5,6,7,8-tetrahydroimidazo[1,2-a]pyridin-6-yl)-2H-pyrazolo[3,4-b]pyridin-6-yl)-5-(trifluoromethyl)phenol